3-chloro-5-fluorophenyl-5,5-difluoro-3-phenyl-4,5,6,7-tetrahydro-1H-indol-4-ol ClC=1C=C(C=C(C1)F)N1C=C(C=2C(C(CCC12)(F)F)O)C1=CC=CC=C1